CC1=NN(C=C1NC1=NC=C(C(=N1)NCCCNC(=O)C1COCC1)C(F)(F)F)C1CCN(CC1)C N-(3-((2-((3-methyl-1-(1-methylpiperidin-4-yl)-1H-pyrazol-4-yl)amino)-5-(trifluoromethyl)pyrimidin-4-yl)amino)propyl)tetrahydrofuran-3-carboxamide